2-(MORPHOLINOMETHYL)PHENYLBORONIC ACID O1CCN(CC1)CC1=C(C=CC=C1)B(O)O